tert-butyl (1S,2S,5R)-3-benzyl-2-[(1S)-1-[(tert-butyldimethylsilyl)oxy]ethyl]-3,8-diazabicyclo[3.2.1]octane-8-carboxylate C(C1=CC=CC=C1)N1[C@@H]([C@@H]2CC[C@H](C1)N2C(=O)OC(C)(C)C)[C@H](C)O[Si](C)(C)C(C)(C)C